tert-butyl (5R)-5-[(5-bromo-2-methylpentanoyl)amino]-3,3-difluoropiperidine-1-carboxylate BrCCCC(C(=O)N[C@@H]1CC(CN(C1)C(=O)OC(C)(C)C)(F)F)C